4-(2,3-dichloro-phenyl)-2,6-dimethyl-1,4-dihydro-pyridine-3,5-dicarboxylic acid 3-(2-cyano-ethyl) ester 5-methyl ester COC(=O)C=1C(C(=C(NC1C)C)C(=O)OCCC#N)C1=C(C(=CC=C1)Cl)Cl